1-(8-(3-aminopiperidine-1-carbonyl)-2-(1-(cyclopropylmethyl)-1H-indol-2-yl)-4,5-dihydro-6H-imidazo[1,5,4-de]quinoxalin-6-yl)ethan-1-one NC1CN(CCC1)C(=O)C=1C=C2C=3N(CCN(C3C1)C(C)=O)C(=N2)C=2N(C1=CC=CC=C1C2)CC2CC2